FC1(CCC(CC1)NC=1C(=NC=CN1)N1CCN(CC1)C(C=C)=O)F 1-(4-(3-((4,4-difluorocyclohexyl)amino)pyrazin-2-yl)piperazin-1-yl)prop-2-en-1-one